OCCNC(=O)C1=CC=C(CC=2C=C3C(N(C=NC3=C(C2C)C)[C@H]2CCOC[C@@H]2O)=O)C=C1 1,5-anhydro-2,3-dideoxy-3-(6-(4-((2-hydroxyethyl)carbamoyl)benzyl)-7,8-dimethyl-4-oxoquinazolin-3(4H)-yl)-L-threo-pentitol